ClC=1C=C(C=CC1)N1N=C(C2=C1C(N(CC2)C2=CC(=CC=C2)I)=O)C(=O)NCC 1-(3-chlorophenyl)-N-ethyl-6-(3-iodophenyl)-7-oxo-4,5-dihydropyrazolo[3,4-c]pyridine-3-carboxamide